ClC=1C=CC(=C(C1)C1=CC(=C(N=N1)SCCO)NC1=CC(=NC=C1)NC(=O)C1CC(C1)N1CCN(CCC1)C)F N-(4-{[6-(5-chloro-2-fluorophenyl)-3-[(2-hydroxy-ethyl)sulfanyl]pyridazin-4-yl]amino}pyridin-2-yl)-3-(4-methyl-1,4-diazepan-1-yl)-cyclobutane-1-carboxamide